ClCCCOC(NC12CC3(CC(CC(C1)C3)C2)NC(=O)C2=NC(=CC=C2)C)=O {3-[(6-Methyl-pyridine-2-carbonyl)-amino]-adamantan-1-yl}-carbamic acid 3-chloro-propyl ester